4-Cyclopentylsulfonylbenzoic acid [3-(1-ethyl-8-oxo-spiro[6,7-dihydro-4H-pyrazolo[3,4-c]azepin-5,4'-tetrahydropyran]-3-yl)-2,2-dimethyl-propyl] ester C(C)N1N=C(C2=C1C(NCC1(CCOCC1)C2)=O)CC(COC(C2=CC=C(C=C2)S(=O)(=O)C2CCCC2)=O)(C)C